C(CC)C1=CC=C(C=C1)C1=CN=CC=N1 6-(4-propylphenyl)pyrazine